(methanesulfonylmethyl)-N-(7-{8-methyl-1H,2H,3H-pyrido[2,3-b][1,4]oxazin-7-yl}-5H,6H,7H,8H-pyrido[3,4-d]pyrimidin-2-yl)pyridin-3-amine CS(=O)(=O)CC1=NC=CC=C1NC=1N=CC2=C(N1)CN(CC2)C2=C(C1=C(OCCN1)N=C2)C